FC(C1=NC=CC=C1C(=O)NC(C(=O)O)CCN(CCCCC1=NC=2NCCCC2C=C1)CCOCC)F 2-[[2-(difluoromethyl)pyridine-3-carbonyl]amino]-4-[2-ethoxyethyl-[4-(5,6,7,8-tetrahydro-1,8-naphthyridin-2-yl)butyl]amino]butanoic acid